ClC=1C=NC(=NC1)CC=1C(=NC(=NC1)O)C1=CC(=C(C=C1)F)F 5-[(5-chloropyrimidin-2-yl)methyl]-4-(3,4-difluorophenyl)pyrimidin-2-ol